Benzyl ((3R)-7-(3-((tert-butoxycarbonyl)amino)-4-methoxypyrrolidin-1-yl)chroman-3-yl)carbamate C(C)(C)(C)OC(=O)NC1CN(CC1OC)C1=CC=C2C[C@H](COC2=C1)NC(OCC1=CC=CC=C1)=O